COC1=C(C(=O)N)C=C(C=N1)NC(C(=O)N1[C@H](CC[C@@H](C1)C)C=1C=CC2=C(N=C(S2)C2C[C@@H]3[C@@H](CN(C3)C)C2)C1)=O 2-methoxy-5-(2-((2R,5S)-5-methyl-2-(2-((3aR,5r,6aS)-2-methyloctahydrocyclopenta[c]pyrrol-5-yl)benzo[d]thiazol-5-yl)piperidin-1-yl)-2-oxoacetamido)nicotinamide